(S)-N-(tert-butoxy)-3-chloro-5-(3-(2-chloro-7-(1-methoxyethyl)pyrazolo[1,5-a]pyrimidin-6-yl)ureido)picolinamide C(C)(C)(C)ONC(C1=NC=C(C=C1Cl)NC(=O)NC=1C=NC=2N(C1[C@H](C)OC)N=C(C2)Cl)=O